allyl-rhodium C(C=C)[Rh]